trifluoro-2-hydroxypropanoate FC(C(C(=O)[O-])O)(F)F